ClC=1C(=C(C(=CC1)C(F)(F)F)C1=NC(=CC(N1)=O)C=1C=NC(=CC1)OCCOCC)F 2-[3-chloro-2-fluoro-6-(trifluoromethyl)phenyl]-6-[6-(2-ethoxyethoxy)pyridin-3-yl]pyrimidin-4(3H)-one